NC=1C(=NC=C(C1)F)CO (3-amino-5-fluoropyridin-2-yl)methanol